2,4-dimethyl-1,8-octanediamine CC(CN)CC(CCCCN)C